5-((1-(3-(carboxymethyl)-4-(1-(4-chlorophenyl)-1H-pyrazole-4-sulfonamido)benzyl)azetidin-3-yl)oxy)-2-(1-(4-chlorophenyl)-1H-pyrazole-4-sulfonamido)benzoic acid C(=O)(O)CC=1C=C(CN2CC(C2)OC=2C=CC(=C(C(=O)O)C2)NS(=O)(=O)C=2C=NN(C2)C2=CC=C(C=C2)Cl)C=CC1NS(=O)(=O)C=1C=NN(C1)C1=CC=C(C=C1)Cl